FC1=C(OC=2N=CC(=NC2)NC([C@H](C)N2CC(N(CC2)C(=O)C=2N=CC(N(C2)C)=O)(C)C)=O)C=CC(=C1)F (S)-N-(5-(2,4-difluorophenoxy)pyrazin-2-yl)-2-(3,3-dimethyl-4-(4-methyl-5-oxo-4,5-dihydropyrazine-2-carbonyl)piperazin-1-yl)propanamide